4-{(S)-2-[(S)-2-(Methoxycarbonylamino)-3-phenylpropionamido]-2-(2-phenyl-thiazole-4-yl)ethyl}phenylsulfamic acid COC(=O)N[C@H](C(=O)N[C@@H](CC1=CC=C(C=C1)NS(O)(=O)=O)C=1N=C(SC1)C1=CC=CC=C1)CC1=CC=CC=C1